N-[(E)-ethylidene]-2-methylpropane-2-sulfinamide C(/C)=N\S(=O)C(C)(C)C